FC1=C(C(=CC=C1)F)CCOC1=CC(=C(C(=O)NC=2C=C(C=CC2C(F)(F)F)[C@@H]2[C@@H](C2)C(=O)O)C(=C1)C)C (1R,2S)-2-[3-({4-[2-(2,6-difluorophenyl)ethoxy]-2,6-dimethylbenzoyl}amino)-4-(trifluoromethyl)phenyl]Cyclopropanecarboxylic acid